(S,E)-3-(octadec-2-en-1-yloxy)propane-1,2-diol C(\C=C\CCCCCCCCCCCCCCC)OC[C@H](CO)O